N-[1-[2-[methyl-[2-(4-methylphenoxy)ethyl]amino]-2-oxo-ethyl]pyrazol-4-yl]-3-trimethylsilyl-prop-2-ynamide CN(C(CN1N=CC(=C1)NC(C#C[Si](C)(C)C)=O)=O)CCOC1=CC=C(C=C1)C